3-(3-(4-(((1R,4R)-2,5-Diazabicyclo[2.2.1]heptan-2-yl)methyl)phenyl)-5-phenyl-3H-imidazo[4,5-b]pyridin-2-yl)pyridin-2-amine [C@H]12N(C[C@H](NC1)C2)CC2=CC=C(C=C2)N2C(=NC=1C2=NC(=CC1)C1=CC=CC=C1)C=1C(=NC=CC1)N